NC=C[Si](OC)(OC)OC aminovinyl-trimethoxysilane